BrC=1C=C2C3(C(=NC2=CC1)C)CCC(CC3)(C(=O)O)NC3=CC(=CC=C3)Br (1r,4r)-5'-bromo-4-(3-bromoanilino)-2'-methylspiro[cyclohexane-1,3'-indole]-4-carboxylic acid